5-chloro-2-[(3S,5R)-4,4-difluoro-3,5-dimethyl-1-piperidyl]-6-methyl-N-(2-sulfamoyl-4-pyridyl)pyridine-3-carboxamide ClC=1C=C(C(=NC1C)N1C[C@@H](C([C@@H](C1)C)(F)F)C)C(=O)NC1=CC(=NC=C1)S(N)(=O)=O